ethyl 2-(2-((5-(3-(aminomethyl)phenyl)-2-(difluoromethyl)benzofuran-3-yl)methoxy)-4-methoxyphenyl)acetate NCC=1C=C(C=CC1)C=1C=CC2=C(C(=C(O2)C(F)F)COC2=C(C=CC(=C2)OC)CC(=O)OCC)C1